(1s,4s)-N-(4-Chloro-3-fluorophenyl)-4-(4-methyl-1-oxoisoindolin-2-yl)cyclohexanecarboxamide ClC1=C(C=C(C=C1)NC(=O)C1CCC(CC1)N1C(C2=CC=CC(=C2C1)C)=O)F